ClC=1C(=NN2C1CN=C(C1=C2C=CC(=C1)Cl)C1=C(C=CC=C1)F)C(=O)O 3,8-dichloro-6-(2-fluorophenyl)-4H-pyrazolo[1,5-a][1,4]benzodiazepine-2-carboxylic acid